t-butyl-((2-chloroethoxy)carbonyl)-L-lysine C(C)(C)(C)N([C@@H](CCCCN)C(=O)O)C(=O)OCCCl